(1R,4R)-1-(3-(5-fluoropyrimidin-2-yl)-4-methoxybenzyl)-4-(methylsulfonamido)cyclopent-2-ene-1-carboxylate FC=1C=NC(=NC1)C=1C=C(C[C@@]2(C=C[C@@H](C2)NS(=O)(=O)C)C(=O)[O-])C=CC1OC